C(C)(C)(C)OC(NCC1(CCC(CC1)S(=O)(=O)C)C#N)=O tert-Butyl(((1s*,4s*)-1-cyano-4-(methylsulfonyl)cyclohexyl)methyl)carbamate